dodecylsulfonate, lithium salt [Li+].C(CCCCCCCCCCC)S(=O)(=O)[O-]